NC1CCN(CC1)C=1N=C2N(C(C1)=O)C=C(C=C2)C2=CC(=C(C=C2)OC)F 2-(4-aminopiperidin-1-yl)-7-(3-fluoro-4-methoxyphenyl)-4H-pyrido[1,2-a]pyrimidin-4-one